C[C@H]1CC[C@@H](N(C1)C(=O)OC(C)(C)C)C=1C=CC2=C(N=C(S2)[C@H]2CN(CCC2)C)C1 |&1:22| Racemic-tert-butyl (2R,5S)-5-methyl-2-[2-(1-methyl-3-piperidyl)-1,3-benzothiazol-5-yl]piperidine-1-carboxylate